CC(CCCO)CCCCCO 4-methyl-1,9-nonandiol